C(C(CCCCC1=C(C(=O)[O-])C=CC(=C1OC)O)C1=C(C(=O)[O-])C=CC(=C1OC)O)C1=C(C(=O)[O-])C=CC(=C1OC)O Hexane-1,2,6-Tri-yl-tris(4-hydroxy-3-methoxybenzoate)